C(C1=CC=CC=C1)N1C(=CC(=C1)C1=C(C=CC(=C1)F)F)[C@@H](C(C)(C)C)NCC1CN(CC1)C(=O)OC(C)(C)C tert-Butyl 3-[({(1R)-1-[1-benzyl-4-(2,5-difluorophenyl)-1H-pyrrol-2-yl]-2,2-dimethylpropyl}amino)methyl]pyrrolidine-1-carboxylate